NC=1C2=C(N=CN1)N(C=C2C=2C=CC=C1C=CNC21)CC(=O)N2[C@@H](C[C@H](C2)F)C(=O)NCC2=C(C(=CC=C2)Cl)F (2S,4R)-1-(2-(4-amino-5-(1H-indol-7-yl)-7H-pyrrolo[2,3-d]pyrimidin-7-yl)acetyl)-N-(3-chloro-2-fluorobenzyl)-4-fluoropyrrolidine-2-carboxamide